C(N)(=O)C=1C(=NN(C1)C1(CCN(CC1)CC(F)(F)F)CC#N)NC(OC)=O methyl N-[4-carbamoyl-1-[4-(cyanomethyl)-1-(2,2,2-trifluoroethyl)-4-piperidyl]pyrazol-3-yl]carbamate